CC1=NC(=CC=C1NC(=O)C1C(CCCC1)C(=O)O)C=1C=NN(C1NC(=O)O[C@H](C)C1=CC=CC=C1)C 2-((2-methyl-6-(1-methyl-5-((((R)-1-phenylethoxy)carbonyl)amino)-1H-pyrazol-4-yl)pyridin-3-yl)carbamoyl)cyclohexane-1-carboxylic acid